ClC=1C=CC(=NC1)NC(=O)N1[C@H](C[C@H](C1)OC)C(=O)NC1=C(C=CC(=C1)C(CCC1CC1)(C1=CC=NC=C1)NCC)F (2R,4R)-N1-(5-chloropyridin-2-yl)-N2-(5-((+)-3-cyclopropyl-1-(ethylamino)-1-(pyridin-4-yl)propyl)-2-fluorophenyl)-4-methoxypyrrolidine-1,2-dicarboxamide